OCCN(CCNC(C(CCSCC(C(=O)OCCC(CCCC(C)C)C)CC(=O)OCCC(CCCC(C)C)C)NC(C(CCCCCCCC)CCCCCC)=O)=O)CCO bis(3,7-dimethyloctyl) 2-(((4-((2-(bis(2-hydroxyethyl)amino)ethyl)amino)-3-(2-hexyldecanamido)-4-oxobutyl)thio)methyl)succinate